C(C)(C)(C)OC(=O)N1C(CC1)C(=O)O 1-[(tert-butoxy)carbonyl]azetidine-2-carboxylic acid